N-(2-amino-2-methylpropyl)-N-{1-[3-fluoro-5-(trifluoromethyl)phenyl]cyclobutyl}carbamic acid methyl ester COC(N(C1(CCC1)C1=CC(=CC(=C1)C(F)(F)F)F)CC(C)(C)N)=O